2-(difluoromethyl)benzohydrazide FC(C1=C(C(=O)NN)C=CC=C1)F